ClC=1C=C(C=CC1C=1N(C2=NC=NC(=C2N1)OC1(CC1)C)CC1=NC=CC(=C1)C)CC(=O)NCCCO 2-(3-chloro-4-(6-(1-methylcyclopropoxy)-9-((4-methylpyridin-2-yl)methyl)-9H-purin-8-yl)phenyl)-N-(3-hydroxypropyl)acetamide